C(C)(C)(C)OC(NCCOC1=CC=C2C(=CC(=NC2=C1)C1=C(C=C(C=C1)S(=O)(=O)N1C[C@H](CC1)F)F)C)=O {2-[(2-{2-fluoro-4-[(3S)-3-fluoropyrrolidine-1-sulfonyl]phenyl}-4-methylquinolin-7-yl)oxy]ethyl}carbamic acid tert-butyl ester